5-[(Cyclopropylmethyl)sulfonyl]-1-{[4-(1,1,1,3,3,3-hexafluoro-2-hydroxypropan-2-yl)phenyl]carbamoyl}-1,3-dihydro-2H-isoindol C1(CC1)CS(=O)(=O)C=1C=C2CNC(C2=CC1)C(NC1=CC=C(C=C1)C(C(F)(F)F)(C(F)(F)F)O)=O